CC(=O)N[C@@H]1[C@H]([C@H]([C@H](O[C@@H]1O[C@@H]2[C@H]([C@H](O[C@@H]([C@@H]2O)CO)OC)NC(=O)C)CO)O)O The molecule is a methyl glycoside that is N-acetyl-alpha-D-galactosaminyl-(1->3)-N-acetyl-alpha-D-galactosamine in which the anomeric hydroxy group is replaced by methoxy. It is a methyl glycoside and a disaccharide derivative.